(R)-3-(3-amino-3H-spiro[benzofuran-2,4'-piperidine]-1'-yl)-6-bromopyrazine-2-carboxylic acid methyl ester COC(=O)C1=NC(=CN=C1N1CCC2(CC1)OC1=C([C@H]2N)C=CC=C1)Br